COC1=C(C(=CC=C1)OC)N1C(=NC=2C1=NC(=CN2)NS(=O)(=O)CC2=NC=CC=C2)C2=NC(=CC=C2)OCC N-(1-(2,6-dimethoxyphenyl)-2-(6-ethoxypyridin-2-yl)-1H-imidazo[4,5-b]pyrazin-6-yl)-1-(pyridin-2-yl)methanesulfonamide